(R)-2-(6,7-difluoro-1-oxophthalazin-2(1H)-yl)-N-(4-(1-methyl-1H-pyrazol-3-yl)phenyl)propanamide FC=1C=C2C=NN(C(C2=CC1F)=O)[C@@H](C(=O)NC1=CC=C(C=C1)C1=NN(C=C1)C)C